((6-fluoro-3-methyl-2-(tetrahydro-2H-pyran-4-yl)-1H-indol-5-yl)methyl)-4-methylpyrimidine-5-carboxamide FC1=C(C=C2C(=C(NC2=C1)C1CCOCC1)C)CC1=NC=C(C(=N1)C)C(=O)N